N-(4-(3,8-diazabicyclo[3.2.1]octan-3-yl)-3-fluorophenethyl)-1-ethyl-1H-pyrrolo[2,3-b]pyridine-5-carboxamide C12CN(CC(CC1)N2)C2=C(C=C(CCNC(=O)C=1C=C3C(=NC1)N(C=C3)CC)C=C2)F